bis-(3-aminocyclohexyl)methane NC1CC(CCC1)CC1CC(CCC1)N